C(C)(C)(C)N(CC(=O)O)C(C[C@H]1N(CCC1)C1=NC2=C(C(=CC=C2C(=C1)N1C=NC=C1)Cl)Cl)=O tert-butyl-(S)-(2-(1-(7,8-dichloro-4-(1H-imidazol-1-yl)quinolin-2-yl)pyrrolidin-2-yl)acetyl)glycine